FC=1C(=CC2=C(C(NC=3CN(C[C@@H](C23)N(C(=O)C=2NC3=CC=CC=C3C2)C)CCO)=O)C1)F (R)-N-(8,9-difluoro-3-(2-hydroxyethyl)-6-oxo-1,2,3,4,5,6-hexahydrobenzo[c][1,7]naphthyridin-1-yl)-N-methyl-1H-indole-2-carboxamide